lithium taurinate NCCS(=O)(=O)[O-].[Li+]